NC1=NC=C(C2=C1COC2)NC(C(=O)N(CC2=NC=C(C=C2)C(F)(F)F)C(C)C2=NC=CC=C2)=O N1-(4-amino-1,3-dihydrofuro[3,4-c]pyridin-7-yl)-N2-(1-(pyridin-2-yl)ethyl)-N2-((5-(trifluoromethyl)pyridin-2-yl)methyl)oxalamide